ClC=1C=C(C=CC1F)N1C(=NC=2C1=NC(=CC2)C2=CC(=NC=C2)NC(OCCCC)=O)C butyl (4-(3-(3-chloro-4-fluorophenyl)-2-methyl-3H-imidazo[4,5-b]pyridin-5-yl)pyridin-2-yl)carbamate